3-[2-amino-5-(4-methyl-1-trityl-indazol-6-yl)thiazol-4-yl]benzonitrile NC=1SC(=C(N1)C=1C=C(C#N)C=CC1)C1=CC(=C2C=NN(C2=C1)C(C1=CC=CC=C1)(C1=CC=CC=C1)C1=CC=CC=C1)C